O=C1NC(CCC1C=1C=CC(=NC1)N1CCC(CC1)C(=O)N1CCCCC1)=O 1-(1-{5-[2,6-DIOXOPIPERIDIN-3-YL]PYRIDIN-2-YL}PIPERIDINE-4-CARBONYL)PIPERIDINE